[Au]=S.[Au] gold-gold sulfide